C(C)OC(=O)C=1C=NC2=CC(=C(C=C2C1)F)F 6,7-difluoro-quinoline-3-carboxylic Acid Ethyl Ester